CC1=CC=C(CNO)C=C1 N-(4-methylbenzyl)hydroxylamine